5-(difluoromethyl)-3-((1-((4,6-dimethyl-2-oxo-1,2-dihydropyridin-3-yl)methyl)-6-oxo-4-(1,1,2,2-tetrafluoroethyl)-1,6-dihydropyrimidin-5-yl)oxy)-2-methylbenzonitrile FC(C=1C=C(C(=C(C#N)C1)C)OC1=C(N=CN(C1=O)CC=1C(NC(=CC1C)C)=O)C(C(F)F)(F)F)F